(4R)-8-chloro-4-ethyl-3,4-dihydro-2H-pyrido[2,3-b][1,4,5]oxathiazepine ClC1=CC2=C(O[C@@H](CNS2)CC)N=C1